C(C)(C)C1=CC=C(C=C1)[C@@H](NC(=O)[C@H]1[C@H](CCC1)C(=O)NC)C1=C(C=CC=C1)C (1R,2S)-N1-((R)-(4-isopropylphenyl)(o-tolyl)methyl)-N2-methylcyclopentane-1,2-dicarboxamide